FC1=C(C=CC=C1)N(C(C1=C(C=C(C(=C1)C(C)C)O)O)=O)C(C)C N-(2-fluorophenyl)-2,4-dihydroxy-N,5-diisopropylbenzamide